(4-(5-(chlorodifluoromethyl)-1,2,4-oxadiazol-3-yl)-2-fluorobenzyl)(methyl)(morpholino)phosphine oxide ClC(C1=NC(=NO1)C1=CC(=C(CP(N2CCOCC2)(C)=O)C=C1)F)(F)F